Cl.Cl.N1CCC(CC1)N1N=C2C=CC=CC2=C1 2-(piperidin-4-yl)-2H-indazole dihydrochloride